1-(2-(6-bromo-1-methyl-1H-benzo[d]imidazol-2-yl)ethyl)pyridin-2(1H)-one BrC=1C=CC2=C(N(C(=N2)CCN2C(C=CC=C2)=O)C)C1